2-(2-fluoroethoxy)-5-nitropyridine FCCOC1=NC=C(C=C1)[N+](=O)[O-]